(1,1-difluoro-2-methoxyethyl)-8-((4-methoxybenzyl)oxy)-1,4-dioxaspiro[4.5]decane FC(COC)(F)C1OC2(OC1)CCC(CC2)OCC2=CC=C(C=C2)OC